NC=1C=C(C=2N3CCCC3CCCCCC(C3=NN=C(C1N2)O3)(O)C(F)(F)F)C(F)(F)F 20-amino-6,18-bis(trifluoromethyl)-22-oxa-3,4,16,21-tetraazatetracyclo[15.3.1.12,5.012,16]docosa-1(20),2,4,17(21),18-penta-en-6-ol